tri(triethoxysilane) borate B(O)(O)O.C(C)O[SiH](OCC)OCC.C(C)O[SiH](OCC)OCC.C(C)O[SiH](OCC)OCC